[Pd].O=C1N(CCC(N1)=O)C1=NN(C2=CC(=CC=C12)C1CCN(CC1)C(=O)OC(C)(C)C)C tert-butyl 4-[3-(2,4-dioxohexahydropyrimidin-1-yl)-1-methyl-indazol-6-yl]piperidine-1-carboxylate Palladium